C(C1=CC=CC=C1)O[C@H]1[C@H](N(C[C@@H]1OCC1=CC=CC=C1)C(=O)OCC1=CC=CC=C1)CI benzyl (2S,3S,4S)-3,4-bis(benzyloxy)-2-(iodomethyl)pyrrolidine-1-carboxylate